[Cu].[Ti] Titanium-Copper